C(C=C)(=O)N1CCN(CC1)CC1=CC=C(C=C1)[C@H](C)NC=1N=CC2=C(N1)N(C(C=C2)=O)[C@H](C(C)C)C 2-{(S)-1-[4-(4-Acryloyl-piperazin-1-ylmethyl)-phenyl]-ethylamino}-8-((S)-1,2-dimethyl-propyl)-8H-pyrido[2,3-d]pyrimidin-7-on